4-(4-(2,6-diisopropylphenoxy)-4-oxobutanamido)butanoic acid C(C)(C)C1=C(OC(CCC(=O)NCCCC(=O)O)=O)C(=CC=C1)C(C)C